N1CC(CCC1)N1CCN(CC1)C=1C=C(C=CC1)C1C(NC(CC1)=O)=O 3-[3-[4-(3-piperidinyl)piperazin-1-yl]phenyl]piperidine-2,6-dione